(benzyl-(methyl)amino)-N-(3-hydroxyphenyl)-7-(1H-pyrazol-4-yl)pyrazolo[1,5-a]pyrimidine-2-carboxamide C(C1=CC=CC=C1)N(C)C=1C(=NN2C1N=CC=C2C=2C=NNC2)C(=O)NC2=CC(=CC=C2)O